N-((R)-((1S,2R,3S,5S,7S)-5-chloro-1-hydroxyadamantan-2-yl)(phenyl)methyl)acetamide Cl[C@]12C[C@H]3[C@@H]([C@](C[C@@H](C1)C3)(C2)O)[C@@H](NC(C)=O)C2=CC=CC=C2